3-benzyl-1-((1r,4r)-4-((5-cyanopyridin-2-yl)amino)cyclohexyl)-1-(4-(4-(dimethylamino)piperidin-1-yl)-3-nitrophenyl)urea C(C1=CC=CC=C1)NC(N(C1=CC(=C(C=C1)N1CCC(CC1)N(C)C)[N+](=O)[O-])C1CCC(CC1)NC1=NC=C(C=C1)C#N)=O